[Si](C1=CC=CC=C1)(C1=CC=CC=C1)(C(C)(C)C)OC[C@@H]1C[C@H](C1)O TRANS-3-(((TERT-BUTYLDIPHENYLSILYL)OXY)METHYL)CYCLOBUTANOL